ClC=1C=C(C(=O)N2[C@@H](CC(=C(C2)N=C=S)C(=O)OCC)C)C=CC1Cl Ethyl (2R)-1-(3,4-dichloro-benzoyl)-5-isothiocyanato-2-methyl-3,6-dihydro-2H-pyridine-4-carboxylate